NC=1N=NC(=CC1N1CC(C1)O)Cl 1-(3-amino-6-chloropyridazin-4-yl)azetidin-3-ol